P(=O)(OC[C@@H](O)C1=C2C(=NC=C1)N(N=C2CNC(C=C)=O)C2=CC=C(C=C2)OC(F)(F)F)(O)O (S)-2-(3-(Acrylamidomethyl)-1-(4-(trifluoromethoxy)phenyl)-1H-pyrazolo[3,4-b]pyridin-4-yl)-2-hydroxyethyl dihydrogen phosphate